acrylic acid heptacosyl ester C(CCCCCCCCCCCCCCCCCCCCCCCCCC)OC(C=C)=O